C1(CCCCC1)P(C1CCCCC1)C=1C(=C(C(=CC1)OC)C1=CC=CC=C1)OC dicyclohexylphosphino-2,6-dimethoxy-biphenyl